C(C)(C)(C)OC(=O)NC[C@H](CC(=O)OCC(COC(C(C)C1=CC(=C(C=C1)C1=CC=CC=C1)F)=O)O)CC(C)C 3-((2-(2-fluoro-[1,1'-biphenyl]-4-yl) propanoyl) oxy)-2-hydroxypropyl (3S)-3-(((tert-butoxycarbonyl) amino) methyl)-5-methylhexanoate